1-benzyl-3,5-dimethyl-3,4-dihydroquinolin-2(1H)-one C(C1=CC=CC=C1)N1C(C(CC2=C(C=CC=C12)C)C)=O